O=C(CCC#N)N1CC2=CC=CC(=C2CC1)C1=CC=C(C=C1)C(F)(F)F 4-oxo-4-(5-(4-(trifluoro-methyl)phenyl)-3,4-dihydroisoquinolin-2(1H)-yl)butanenitrile